[4-[(2-methoxyethoxy)methyl]phenyl]methanol COCCOCC1=CC=C(C=C1)CO